C(C)(=O)O.NC1CC2CCC(C1)N2C(=O)OC(C)(C)C tert-butyl (3-exo)-3-amino-8-azabicyclo[3.2.1]octane-8-carboxylate acetate